C1(CCC=CC1)C(=O)O 4-cyclohexenecarboxylic acid